[6-(3-cyclopropyl-1,2,4-triazol-1-yl)-2-azaspiro[3.3]heptan-2-yl]-[2-methyl-3-[[4-(trifluoromethyl)phenyl]methoxy]azetidin-1-yl]methanone C1(CC1)C1=NN(C=N1)C1CC2(CN(C2)C(=O)N2C(C(C2)OCC2=CC=C(C=C2)C(F)(F)F)C)C1